C(C)(C)(C)N(C(O)=O)C1=NN2C(C=CC3=C2C(CC3Cl)(C)C)=C1C#N.C1(=C(C(=CC(=C1)C)C)N1C=NC=C1)C 1-mesityl-Imidazole tert-butyl-(6-chloro-3-cyano-8,8-dimethyl-7,8-dihydro-6H-cyclopenta[e]pyrazolo[1,5-a]pyridin-2-yl)carbamate